4-nitro-1-(oxazolidin-4-yl)pyrazole [N+](=O)([O-])C=1C=NN(C1)C1NCOC1